4-amino-7-cyclobutyl-7H-pyrrolo[2,3-d]pyrimidine-5-carboxylic acid NC=1C2=C(N=CN1)N(C=C2C(=O)O)C2CCC2